NC[C@H](CNS(=O)(=O)C=1C(=C(C(=CC1)N1CCC2(CC2N)CC1)C=1N=NNN1)S(=O)(=O)N)O N1-((R)-3-amino-2-hydroxypropyl)-4-(1-amino-6-azaspiro[2.5]octan-6-yl)-3-(2H-tetrazol-5-yl)benzene-1,2-disulfonamide